[6-(6-chloro-1,3-benzothiazol-2-yl)spiro[3.3]heptan-2-yl]-1,1-dioxo-thiolane-3-carboxamide ClC1=CC2=C(N=C(S2)C2CC3(CC(C3)C3S(CCC3C(=O)N)(=O)=O)C2)C=C1